(R)-3,3,3-trifluoro-2-hydroxy-2-methylpropanoic acid FC([C@](C(=O)O)(C)O)(F)F